C1(CCC1)C1CCN(CC1)C1=C(C=C(C=C1)NC=1N=C(C2=C(N1)SC=C2C)NC2=CC=CC(=N2)C(C)(C)O)OC 2-(6-((2-((4-(4-cyclobutylpiperidin-1-yl)-3-methoxyphenyl)amino)-5-methylthieno[2,3-d]pyrimidin-4-yl)amino)pyridin-2-yl)propan-2-ol